OCCN(CCS(=O)(=O)O)CCO 2-(bis(2-hydroxyethyl)amino)ethanesulfonic acid